C(C)(C)N1C=CC=2C(=NC(=CC21)NC=2SC(=CN2)C)O[C@@H]2CN(C[C@H]2C)C(C=C)=O |r| rac-1-((3S,4R)-3-((1-isopropyl-6-((5-methylthiazol-2-yl)amino)-1H-pyrrolo[3,2-c]pyridin-4-yl)oxy)-4-methylpyrrolidin-1-yl)prop-2-en-1-one